2-((6-(3-fluorophenyl)pyridin-2-yl)methyl)-3-oxopyrrolidine-1-carboxylic acid tert-butyl ester C(C)(C)(C)OC(=O)N1C(C(CC1)=O)CC1=NC(=CC=C1)C1=CC(=CC=C1)F